FC=1C=C2CN(CC2=CC1)C(=O)NC1=CC=C(C=C1)C12CC(C1)(C2)C(NCC(C)(C)O)=O 5-fluoro-N-(4-(3-((2-hydroxy-2-methylpropyl)carbamoyl)bicyclo[1.1.1]pentan-1-yl)phenyl)isoindoline-2-carboxamide